FC1=C(C2=C(C=C(C=C2C=C1F)OCOC)B1OC(C(O1)(C)C)(C)C)C#C[Si](C(C)C)(C(C)C)C(C)C 2-[2,3-difluoro-6-(methoxymethoxy)-8-(4,4,5,5-tetramethyl-1,3,2-dioxaborolan-2-yl)-1-naphthyl]ethynyl-triisopropyl-silane